FC=1C=C(C=NC1)NC(CN(C)C=1C2=C(N=C(N1)C=1N=CC3=CC=CC=C3C1)CCC2)=O N-(5-fluoropyridin-3-yl)-2-{[2-(isoquinolin-3-yl)-5H,6H,7H-cyclopenta[d]pyrimidin-4-yl](methyl)amino}acetamide